(Sa)-6-(4-Chloro-1-((R)-1-(4-(2-ethoxypyridin-4-yl)phenyl)ethyl)-1H-indazol-7-carboxamido)spiro[3.3]heptan ClC1=C2C=NN(C2=C(C=C1)C(=O)NC1CC2(CCC2)C1)[C@H](C)C1=CC=C(C=C1)C1=CC(=NC=C1)OCC